BrC1=CC=CC(=N1)C1=NN=C(O1)CC[C@H](CF)NC(OC(C)(C)C)=O tert-butyl {(2R)-4-[5-(6-bromopyridin-2-yl)-1,3,4-oxadiazol-2-yl]-1-fluorobutan-2-yl}carbamate